(S)-7-(6-methoxy-2-methylpyridin-3-yl)-2-oxo-1,2-dihydrospiro[pyrido[2,3-b][1,4]oxazine-3,3'-pyrrolidine]-1'-carbonitrile COC1=CC=C(C(=N1)C)C1=CC2=C(O[C@@]3(CN(CC3)C#N)C(N2)=O)N=C1